[C@H]12COC[C@H](CC1)N2C2=NC(=NC(=N2)N2C1COCC2CC1)C1=CC=C(C=C1)NC(=O)NC=1C=C2C(OC(C2=CC1)=O)C(C)C 1-(4-(4-((1R,5S)-3-oxa-8-azabicyclo[3.2.1]octan-8-yl)-6-(3-oxa-8-azabicyclo[3.2.1]octan-8-yl)-1,3,5-triazin-2-yl)phenyl)-3-(3-isopropyl-1-oxo-1,3-dihydroisobenzofuran-5-yl)urea